(1r,4r)-4-((4-(3-amino-6-(2-hydroxyphenyl)pyridazin-4-yl)-1H-pyrazol-1-yl)methyl)cyclohexane-1-carbaldehyde NC=1N=NC(=CC1C=1C=NN(C1)CC1CCC(CC1)C=O)C1=C(C=CC=C1)O